Racemic-2-(2-(3-(3-(1-(2-chloro-4-fluorophenyl)cyclopropyl)-1,2,4-oxadiazol-5-yl)-5-(difluoromethyl)-1H-pyrazol-1-yl)acetamido)propanamide ClC1=C(C=CC(=C1)F)C1(CC1)C1=NOC(=N1)C1=NN(C(=C1)C(F)F)CC(=O)N[C@@H](C(=O)N)C |r|